(5S)-8-chloro-7-(2,6-difluorophenyl)-2-[(E)-2-ethoxyvinyl]-5-methyl-9-(trifluoromethyl)-5H-pyrimido[1,2-a][1,4]benzodiazepin-3-one ClC1=C(C=CC2=C1C(=N[C@H](C=1N2C=C(C(N1)=O)\C=C\OCC)C)C1=C(C=CC=C1F)F)C(F)(F)F